N1CC(C1)N1CCN(CC1)C1=NC=CC(=C1)C1=NNC2=CC=C(C=C12)[N+](=O)[O-] 3-[2-[4-(azetidin-3-yl)piperazin-1-yl]-4-pyridinyl]-5-nitro-1H-indazole